((6-(isopropyl(methyl)amino)-1-oxo-2-(6-(4-(pyridin-3-yl)-4H-1,2,4-triazol-3-yl)pyridin-2-yl)-2,3-dihydro-1H-pyrrolo[3,4-c]pyridin-4-yl)methyl)(methyl)carbamate C(C)(C)N(C1=CC2=C(C(=N1)COC(NC)=O)CN(C2=O)C2=NC(=CC=C2)C2=NN=CN2C=2C=NC=CC2)C